1-(2-chloro-5-(trifluoromethyl)pyridin-3-yl)ethan-1-ol ClC1=NC=C(C=C1C(C)O)C(F)(F)F